C(CCCCCCCCCCCCCCCCC)C=1C=C(C(=O)O)C=C(C1CCCCCCCCCCCCCCCCCC)CCCCCCCCCCCCCCCCCC 3,4,5-trioctadecyl-benzoic acid